[[(2S)-1-methylpyrrolidin-2-yl]methoxylpyrido[4,3-d]pyrimidin-4-yl]-3-methyl-piperidin-3-ol CN1[C@@H](CCC1)COC=1N=C(C2=C(N1)C=CN=C2)N2CC(CCC2)(O)C